2-Oxo-2-[rac-(2R,5S)-2-(1-ethylindazol-5-yl)-5-methyl-1-piperidyl]acetamide O=C(C(=O)N)N1[C@H](CC[C@@H](C1)C)C=1C=C2C=NN(C2=CC1)CC |r|